C(#N)/C(/C(=O)N[C@H](C)C1=CC(=C(C=C1)OC)OC)=C\C1=CNC2=NC=C(C=C21)OCC2=CC(=NN2C)C (R,E)-2-cyano-N-(1-(3,4-dimethoxyphenyl)ethyl)-3-(5-((1,3-dimethyl-1H-pyrazol-5-yl)methoxy)-1H-pyrrolo[2,3-b]pyridin-3-yl)acrylamide